C1CC12CN(CC2)C=2C=C(C=NC2)C=2N=NN(C2)CC=2N=C1N(C=C(C=C1)CNCC13CC(C1)(C3)F)C2 1-[2-[[4-[5-(5-azaspiro[2.4]hept-5-yl)-3-pyridyl]triazol-1-yl]methyl]imidazo[1,2-a]pyridin-6-yl]-N-[(3-fluoro-1-bicyclo[1.1.1]pentyl)methyl]methylamine